(S)-1,3-dimethylpiperidine CN1C[C@H](CCC1)C